C(C)N1CCN(CC1)CC1=CC=C(C=C1)NC=1SC=CC1 2-(4-((4-ethylpiperazin-1-yl)methyl)phenylamino)thiophene